F[C@@H]1CN(CC[C@@H]1NC1=NC=C(C(=N1)C=1SC(=CN1)CC(C)(C)O)C#N)S(=O)(=O)C 2-(((3R,4S)-3-fluoro-1-(methylsulfonyl)piperidin-4-yl)amino)-4-(5-(2-hydroxy-2-methylpropyl)thiazol-2-yl)pyrimidine-5-carbonitrile